tert-Butyl [3-(difluoromethoxy)-1-methyl-1H-pyrazol-4-yl]carbamate FC(OC1=NN(C=C1NC(OC(C)(C)C)=O)C)F